7-(4-(4-(benzothien-4-yl)piperazin-1-yl)butoxy)-quinolin-2-one S1C=CC2=C1C=CC=C2N2CCN(CC2)CCCCOC2=CC=C1C=CC(NC1=C2)=O